CCCCCCCCCCCCCCCCC(=O)O[C@H](CO/C=C\CCCCCCCCCCCCCC)COP(=O)(O)OC[C@@H](C(=O)O)N 1-(1Z-hexadecenyl)-2-heptadecanoyl-glycero-3-phosphoserine